COC(CC1=CC(=CC=C1)C1OCCC2=C1N=C(N2)C2=C(C=CC(=C2)OC=2C(=C1C=CNC1=CC2F)F)F)=O.O=C2NC1=CC=CC=C1C2=O 2,3-diketoindoline methyl-2-(3-(2-(5-((4,6-difluoro-1H-indol-5-yl)oxy)-2-fluorophenyl)-1,4,6,7-tetrahydropyrano[3,4-d]imidazol-4-yl)phenyl)acetate